2-(5-(2-(3-fluoroazetidine-1-yl)ethyl)-2-oxo-4-(trifluoromethyl)pyridin-1(2H)-yl)-4-methylpentanoic acid FC1CN(C1)CCC=1C(=CC(N(C1)C(C(=O)O)CC(C)C)=O)C(F)(F)F